C(C)(C)(C)OC(=O)N1[C@H](CC(=CC1)C=1N=NC(=CC1)NC(=O)C1=CC2=CN(N=C2C=C1OCC)C)C (S)-4-(6-(6-ethoxy-2-methyl-2H-indazole-5-carboxamido)pyridazin-3-yl)-2-methyl-3,6-dihydropyridine-1(2H)-carboxylic acid tert-butyl ester